5,6-difluoro-8-nitroquinoline-4-formaldehyde FC1=C2C(=CC=NC2=C(C=C1F)[N+](=O)[O-])C=O